FC1=CC=2C3=C(N(C2C=C1COC)C)C(NN=C3)=O 8-fluoro-7-(methoxymethyl)-5-methyl-3,5-dihydro-4H-pyridazino[4,5-b]indol-4-one